C1=CCCOCC1 5-oxacyclohept-1-ene